IC1=CN(C2=C1C(=NC=C2)OC)C 3-Iodo-4-methoxy-1-methyl-1H-pyrrolo[3,2-c]pyridine